ClC1=CC(=C(N=N1)N1CCC(CC1)OC1=C(C=C(C=C1)F)F)N 6-chloro-3-(4-(2,4-difluorophenoxy)piperidin-1-yl)pyridazin-4-amine